C(=O)([O-])C(O)C(O)C(=O)[O-].[K+].[Na+] Natrium kalium tartrate